4-(thiophen-2-yl)thiazol S1C(=CC=C1)C=1N=CSC1